FC1=C(C=CC=C1)[C@H]1CC[C@H](N1C(C1=CC(=C(C=C1)C=1C=NC(=NC1)OC)OC)=O)C(=O)O (2S,5R)-5-(2-fluorophenyl)-1-(3-methoxy-4-(2-methoxypyrimidin-5-yl)benzoyl)pyrrolidine-2-carboxylic acid